(S)-6-(2-(2-(6-(4-(3-((4-methyl-5-(pyrimidin-4-yl)-4H-1,2,4-triazol-3-yl)methyl-amino)benzamido)chroman-6-yloxy)hexyloxy)ethoxy)ethoxy)hexanoic acid CN1C(=NN=C1C1=NC=NC=C1)CNC=1C=C(C(=O)N[C@H]2CCOC3=CC=C(C=C23)OCCCCCCOCCOCCOCCCCCC(=O)O)C=CC1